F[C@@H]1[C@@H]([C@]2(CN[C@@]1(C2)C)C)N(C2=NN=C(S2)C2=C(C=C(C=C2)N2C=NC=C2)O)C 2-(5-(((1R,4R,5R,6R)-6-fluoro-1,4-dimethyl-2-azabicyclo[2.2.1]heptan-5-yl)(methyl)amino)-1,3,4-thiadiazol-2-yl)-5-(1H-imidazol-1-yl)phenol